CN1C(C(CCC1=O)N1C(C2=CC=C(C=C2C1=O)N1CCN(CC1)C(=O)[O-])=O)=O 4-[2-(1-methyl-2,6-dioxopiperidin-3-yl)-1,3-dioxo-2,3-dihydro-1H-isoindol-5-yl]piperazine-1-carboxylate